(S)-6-(4-chlorobenzyl)-9-isopropyl-2-(2-methyl-pyridin-4-yl)-2,6,9-triazaspiro[4.5]decane-7,10-dione ClC1=CC=C(CN2[C@]3(CCN(C3)C3=CC(=NC=C3)C)C(N(CC2=O)C(C)C)=O)C=C1